Cl.[Si](C1=CC=CC=C1)(C1=CC=CC=C1)(C(C)(C)C)N=S(=O)(NC(NC1=C2CCCC2=CC=2CCCC12)=O)\C=C\[C@@]1(NCCC1)C (E)-N'-(tert-butyldiphenylsilyl)-N-((1,2,3,5,6,7-hexahydro-s-indacen-4-yl)carbamoyl)-2-((R)-2-methylpyrrolidin-2-yl)ethene-1-sulfonimidamide HCl